C(CCCCCCC)C1=CC=C(C=C1)P(C1=CC=CC=C1)C1=CC=CC=C1 (p-octylphenyl)diphenyl-phosphine